ethyl 2-(4-methoxyphenyl)-3-oxobutanoate COC1=CC=C(C=C1)C(C(=O)OCC)C(C)=O